ClCC(=O)NC1=CC(=CC(=C1)NC1C(NC(CC1)=O)=O)Cl 2-chloro-N-[3-chloro-5-[(2,6-dioxo-3-piperidyl)amino]phenyl]acetamide